ClS(=O)(=O)C1=C(C=C(C=C1OC)[C@@H]1N(CC[C@H](C1)F)C(=O)OC(C)(C)C)OC tert-butyl trans-2-[4-(chlorosulfonyl)-3,5-dimethoxyphenyl]-4-fluoropiperidine-1-carboxylate